Cl.Cl.C(#N)C1=CC=C(CCN[C@@H]([C@@H]2CNC3=C(O2)N=CC(=C3)C3=CC=C(C=C3)S(=O)(=O)NC(C)C)C3=CC=CC=C3)C=C1 4-((S)-3-((R)-((4-cyanophenethyl)amino)(phenyl)methyl)-2,3-dihydro-1H-pyrido[2,3-b][1,4]oxazin-7-yl)-N-isopropylbenzenesulfonamide dihydrochloride